BrC1=C(C=C2C(=NC(N3C2=C1OC[C@H](C3)N3CCOCC3)=O)N3C[C@H](N(C[C@@H]3C)C(=O)OC(C)(C)C)C)Cl (2R,5S)-tert-butyl 4-((S)-11-bromo-10-chloro-3-morpholino-6-oxo-2,3,4,6-tetrahydro-[1,4]oxazepino[2,3,4-ij]quinazolin-8-yl)-2,5-dimethylpiperazine-1-carboxylate